methyl (S)-6-(1-((2R,4S)-1-(tert-butoxycarbonyl)-2-methylpiperidin-4-yl)-1H-pyrazol-4-yl)-5-cyclobutoxy-2-methyl-3,4-dihydroquinoline-1(2H)-carboxylate C(C)(C)(C)OC(=O)N1[C@@H](C[C@H](CC1)N1N=CC(=C1)C=1C(=C2CC[C@@H](N(C2=CC1)C(=O)OC)C)OC1CCC1)C